3-(1-isopropyl-1H-benzo[d][1,2,3]triazol-5-yl)-5-(4-methoxy-2-methylphenyl)-1,2,4-oxadiazole C(C)(C)N1N=NC2=C1C=CC(=C2)C2=NOC(=N2)C2=C(C=C(C=C2)OC)C